2-chloro-3,4,5-trichloronitrobenzene ClC1=C(C=C(C(=C1Cl)Cl)Cl)[N+](=O)[O-]